C(C)(C)(C)OC(=O)NCC1=CC=C(C=C1)CCCCCC(=O)O 6-(4-[[(tert-butoxycarbonyl)amino]methyl]phenyl)hexanoic acid